C(C)(C)(C)OC(=O)N1CC2(C1)CN(C2)C2=CC=1N(C(=C2)C)N=C(C1N)CC 6-(3-amino-2-ethyl-7-methylpyrazolo[1,5-a]pyridin-5-yl)-2,6-diazaspiro[3.3]heptane-2-carboxylic acid tert-butyl ester